ethyl 1-(3-methylpyridine-2-yl)-5-(trifluoromethyl)-1H-pyrazole-4-carboxylate CC=1C(=NC=CC1)N1N=CC(=C1C(F)(F)F)C(=O)OCC